C(C)(C)(C)OC(NCCCBr)=O N-(3-bromopropyl)carbamic acid tert-butyl ester